(2-bromobenzoyl)pent-4-enoic acid methyl ester COC(C(CC=C)C(C1=C(C=CC=C1)Br)=O)=O